5-(2-methoxypyridin-4-yl)-2-(6-(methyl-((3aR,5s,6aS)-octahydrocyclopenta[c]pyrrol-5-yl)amino)-1,2,4-triazin-3-yl)phenol COC1=NC=CC(=C1)C=1C=CC(=C(C1)O)C=1N=NC(=CN1)N(C1C[C@@H]2[C@@H](CNC2)C1)C